COC(C1=NC=CC(=C1)NC(=O)[C@@H]1O[C@]([C@H]([C@H]1C1=C(C(=C(C=C1)F)CO)OC)C)(C(F)(F)F)C)=O |r| rac-4-((2R,3S,4S,5R)-3-(4-fluoro-3-(hydroxymethyl)-2-methoxyphenyl)-4,5-dimethyl-5-(trifluoromethyl)tetrahydrofuran-2-carboxamido)picolinic acid methyl ester